C(C)C=1NC=CC1 ethyl-azole